tetramethyl-ethylene glycol CC(C(C)(C)O)(C)O